FC1=C(CN2C(C3=NC=CN=C3C(=C2)C(=O)NCC(C)(C)O)=O)C(=CC(=C1)C=1C2=CN(N=C2C=CC1)C)F 6-(2,6-difluoro-4-(2-methyl-2H-indazol-4-yl)benzyl)-N-(2-hydroxy-2-methylpropyl)-5-oxo-5,6-dihydropyrido[3,4-b]pyrazine-8-carboxamide